3-(3-fluorophenoxy)propyl-trimethyl-tin FC=1C=C(OCCC[Sn](C)(C)C)C=CC1